C(C1=CC=CC=C1)N1C(C(CCC1)CO)C1=CC=C(C=C1)CC (1-benzyl-(4-ethylphenyl)tetrahydropyridin-3-yl)methanol